4-(((1r,4r)-4-methyl-4-(4-(trifluoromethoxy)phenyl)cyclohexyl)oxy)-1H-1,2,3-triazole-5-carboxylic acid CC1(CCC(CC1)OC=1N=NNC1C(=O)O)C1=CC=C(C=C1)OC(F)(F)F